BrC=1C=C(C(=C(C1)C)I)C 5-bromo-2-iodo-1,3-dimethylbenzene